CC1(C=2N3C(C4=C(C=5C3=C(C1(C)C)C=CC5)C=CC=C4O)=NC2C2=CC(=CC=C2)OC2=NC=CC=C2)C 3,3,4,4-Tetramethyl-2-(3-(pyridin-2-yloxy)phenyl)-3,4-dihydrodibenzo[b,ij]imidazo[2,1,5-de]quinolizin-11-ol